(S)-piperazine-1,3-dicarboxylic acid 1-tert-butyl ester C(C)(C)(C)OC(=O)N1C[C@H](NCC1)C(=O)O